C(C)C1=C(C2=CC=CC=C2C=C1)C1=NC2=C(N1)C=CC=C2 2-(2-ethylnaphthyl)-1H-benzimidazole